NC1=NC=CC(=C1)C=1OC=C(N1)C(=O)NC=1C=C2C(=NC1N1CCOCC1)OC(C2)(C)C 2-(2-aminopyridin-4-yl)-N-(2,2-dimethyl-6-morpholino-2,3-dihydrofuro[2,3-b]pyridin-5-yl)oxazole-4-carboxamide